OC=1C=C2CC[C@@H]([C@@H](C2=CC1)C1=CC=C(C=C1)N1CCN(CC1)CC1CCN(CC1)C1=CC=C(C(=O)OC(C)(C)C)C=C1)C1=CC=CC=C1 tert-butyl 4-(4-((4-(4-((1R,2S)-6-hydroxy-2-phenyl-1,2,3,4-tetrahydronaphthalen-1-yl)phenyl)piperazin-1-yl)methyl)piperidin-1-yl)benzoate